CC=1N=CSC1C 4,5-dimethyl-1,3-thiazole